FC(C(C(C(C(F)(F)F)(F)F)(F)F)(F)F)(CC[Si](Cl)(Cl)Cl)F [2-(perfluoropentyl)ethyl]trichlorosilane